OC(C(=O)O)CO hydroxy-3-hydroxypropionic acid